1-(6-fluoro-1-methyl-1H-[1,2,3]triazolo[4,5-c][2,6]naphthyridin-5-yl)-6-((3-methyloxetan-3-yl)ethynyl)-1,2,3,5-tetrahydrobenzo[e][1,4]oxazepine FC1=CN=CC=2C3=C(N=C(C12)N1CCOCC2=C1C=CC=C2C#CC2(COC2)C)N=NN3C